BrC=1C(=NC(=NC1C1=C(C=C(C=C1)F)F)N)Cl 5-Bromo-4-chloro-6-(2,4-difluorophenyl)pyrimidin-2-amine